FC1=NC(=C2N=CN(C2=N1)C1OCCCC1)NC\C=C(\CO)/C 2-fluoro-6-(E)-[(4-hydroxy-3-methylbut-2-en-1-yl)amino]-9-(tetrahydro-2H-pyran-2-yl)-9H-purine